C(C)(C)(C)OC(=O)N1[C@@H](COCC1)C=1C=C(C=C2CCN(CC12)C(=O)N1CCOCC1)C=1C=C2C(=NC1)NC=C2Cl (R)-3-(6-(3-chloro-1H-pyrrolo[2,3-b]pyridin-5-yl)-2-(morpholine-4-carbonyl)-1,2,3,4-tetrahydroisoquinolin-8-yl)morpholine-4-carboxylic acid tert-butyl ester